(S)-N-(4-AMINO-3,4-DIOXO-1-PHENYLBUTAN-2-YL)-1-(1H-BENZO[D]IMIDAZOL-2-YL)-1H-IMIDAZOLE-5-CARBOXAMIDE NC(C([C@H](CC1=CC=CC=C1)NC(=O)C1=CN=CN1C1=NC2=C(N1)C=CC=C2)=O)=O